4-(5-amino-4,6-dichloro-2-pyridinyl)-3,6-dihydro-2H-pyridine-1-carboxylic acid tert-butyl ester C(C)(C)(C)OC(=O)N1CCC(=CC1)C1=NC(=C(C(=C1)Cl)N)Cl